2-(4-(7-(3,4-dimethoxy-phenyl)pyrazolo[1,5-a]pyrimidine-2-carboxamido)piperidin-1-yl)-2-oxoethyl acetate C(C)(=O)OCC(=O)N1CCC(CC1)NC(=O)C1=NN2C(N=CC=C2C2=CC(=C(C=C2)OC)OC)=C1